6-(26-Azido-3,6,9,12,15,18,21,24-octaoxahexacosyl)-2-(methylthio)-6,7-dihydro-5H-pyrrolo[3,4-d]pyrimidin-5-one N(=[N+]=[N-])CCOCCOCCOCCOCCOCCOCCOCCOCCN1CC=2N=C(N=CC2C1=O)SC